COC1=C2C=CC(OC2=CC=C1C(=O)NC1=NN(C2=CC=CC=C12)CCCOC)(C)C 5-Methoxy-N-(1-(3-methoxypropyl)-1H-indazol-3-yl)-2,2-dimethyl-2H-chromene-6-carboxamide